NC1CC2(C1)CCC(CC2)C2=C(C1=C(N=CN=C1N)N2C)C2=CC=C(C=C2)OC 6-(2-aminospiro[3.5]nonan-7-yl)-5-(4-methoxyphenyl)-7-methyl-7H-pyrrolo[2,3-d]pyrimidin-4-amine